O=C1N2CC2CC1 oxo-azabicyclo[3.1.0]Hexane